C(C)(=O)NC1=C2NC(N(C2=NC(=N1)OCCCC)CC1=CC=C(CN2CCC(CC2)CCNC(CON)=O)C=C1)=O N-(2-(1-(4-((6-acetamido-2-butoxy-8-oxo-7,8-dihydro-9H-purin-9-yl)methyl)benzyl)piperidin-4-yl)ethyl)-2-(aminooxy)acetamide